Bis{3,4,6-trichloro-2-[(pentyloxy) carbonyl] phenyl} oxalate C(C(=O)OC1=C(C(=C(C=C1Cl)Cl)Cl)C(=O)OCCCCC)(=O)OC1=C(C(=C(C=C1Cl)Cl)Cl)C(=O)OCCCCC